tert-butyl N-[(2S)-2-[4-(6-fluoro-1-tetrahydropyran-2-yl-3-vinyl-indazol-5-yl)-2-methyl-pyrazol-3-yl]oxypropyl]carbamate FC1=C(C=C2C(=NN(C2=C1)C1OCCCC1)C=C)C1=C(N(N=C1)C)O[C@H](CNC(OC(C)(C)C)=O)C